CN1CCOC1=O 3-methyl-2-oxazolidone